N-((6-((4-chlorophenyl)amino)-2-morpholinopyrimidin-4-yl)methyl)-3-fluoroisonicotinamide ClC1=CC=C(C=C1)NC1=CC(=NC(=N1)N1CCOCC1)CNC(C1=C(C=NC=C1)F)=O